N-(2-(aminomethyl)pyridin-4-yl)cyclopropanesulfonamide NCC1=NC=CC(=C1)NS(=O)(=O)C1CC1